2-(N-(1-(allyloxy)-2-methyl-1-oxopropan-2-yl)benzamido)ethyl octanoate C(CCCCCCC)(=O)OCCN(C(C1=CC=CC=C1)=O)C(C(=O)OCC=C)(C)C